BrC1=CC=C(C=C1)C1=NC(=NO1)C1=CC=CC=C1 5-(4-bromophenyl)-3-phenyl-1,2,4-oxadiazole